[B].[N] nitrogen boron